2-(4-(2-(((S)-((R)-5-cyano-1,2,3,4-tetrahydroquinolin-3-yl)(phenyl)methyl)amino)ethyl)-3-fluorophenyl)acetic acid C(#N)C1=C2C[C@H](CNC2=CC=C1)[C@@H](C1=CC=CC=C1)NCCC1=C(C=C(C=C1)CC(=O)O)F